2-(trifluoromethyl)-5-(4,4,5,5-tetramethyl-1,3,2-dioxaborolan-2-yl)pyridine FC(C1=NC=C(C=C1)B1OC(C(O1)(C)C)(C)C)(F)F